tert-butyl ((1S,3R)-3-((5-(5-((tert-butyldiphenylsilyl)oxy)-3-methylpentanamido)-2-(1-((2-(trimethylsilyl)ethoxy)methyl)-1H-1,2,4-triazol-3-yl)pyridin-4-yl)amino)cyclohexyl)carbamate [Si](C1=CC=CC=C1)(C1=CC=CC=C1)(C(C)(C)C)OCCC(CC(=O)NC=1C(=CC(=NC1)C1=NN(C=N1)COCC[Si](C)(C)C)N[C@H]1C[C@H](CCC1)NC(OC(C)(C)C)=O)C